2-chloro-N-(5-cyano-2-isopropylphenyl)acetamide ClCC(=O)NC1=C(C=CC(=C1)C#N)C(C)C